OC(=CC1=NC=2C(=C(C=CC2C=2N1CCN2)OCC(=O)O)OC)C=2C=NC=CC2 ({5-[2-hydroxy-2-pyridin-3-ylvinyl]-7-methoxy-2,3-dihydroimidazo[1,2-c]quinazolin-8-yl}oxy)acetic acid